5-({N-[(2,4-dichlorophenyl)methyl]-1-(3-fluorophenyl)formamido}methyl)pyridine-2-carboxylic acid ClC1=C(C=CC(=C1)Cl)CN(C(=O)C1=CC(=CC=C1)F)CC=1C=CC(=NC1)C(=O)O